N=1C=NN2C1C=C(C=C2)S(=O)(=O)Cl [1,2,4]-triazolo[1,5-a]pyridine-7-sulfonyl chloride